C(C)(C)C1=C(NC2=CC=C(C=C12)C1CCN(CC1)C1COC1)C=1C=C(C=2N(C1)N=NN2)C 6-(3-isopropyl-5-(1-(oxetan-3-yl)piperidin-4-yl)-1H-indol-2-yl)-8-methyltetrazolo[1,5-a]pyridine